rac-(5ar,6s,7r,8as)-5a-(4-bromophenyl)-3-chloro-7-methyl-6-phenyl-5a,6,7,8-tetrahydro-8aH-cyclopenta[4,5]furo[3,2-b]pyridine-8,8a-diol BrC1=CC=C(C=C1)[C@]12[C@](C3=NC=C(C=C3O1)Cl)(C([C@@H]([C@H]2C2=CC=CC=C2)C)O)O |r|